C(C1=CC=CC=C1)N1C=C(C2=CC(=CC=C12)NC(=O)NC)C 1-(1-benzyl-3-methyl-1H-indol-5-yl)-3-methylurea